[Al].[Mn].[Co].[Ni] nickel-cobalt-manganese-aluminum salt